C=CCOC(=O)OCCOCCOC(=O)OCC=C Diethylene glycol bis(allyl carbonate)